3-hydroxy-9,9-dimethyl-8-oxo-3-phenyl-1-oxaspiro[4.5]dec-6-ene-7-carbonitrile OC1(COC2(C1)C=C(C(C(C2)(C)C)=O)C#N)C2=CC=CC=C2